CN(CC#C)C N,N-dimethylpropan-2-ynamine